C1=C(C=CC2=CC(=CC=C12)C1=CC=C(C=C1)N(C1=CC=2C=CC=CC2C=2C3=C(OC21)C=CC=C3)C3=CC=C(C=C3)C3=CC=CC=C3)C3=CC2=CC=CC=C2C=C3 N-[4-(2,2'-binaphthyl-6-yl)phenyl]-N-(biphenyl-4-yl)benzo[b]naphtho[1,2-d]furan-6-amine